8-(tert-butyl) 2-methyl (±)-rel-(1R,2S,5S)-4-oxo-3,8-diazabicyclo[3.2.1]octane-2,8-diformate O=C1N[C@@H]([C@H]2CC[C@@H]1N2C(=O)OC(C)(C)C)C(=O)OC |r|